(6R,8aS)-6-ethyl-2-[1-(trifluoromethyl)cyclobutyl]-1,5,6,7,8,8a-hexahydroimidazo[1,5-a]pyrazine-3-one C(C)[C@H]1NC[C@@H]2N(C1)C(N(C2)C2(CCC2)C(F)(F)F)=O